N-octadecyl-2-(4-benzyloxyphenyl)-3,5,7-tribenzyloxyquinolin-4-one C(CCCCCCCCCCCCCCCCC)N1C(=C(C(C2=C(C=C(C=C12)OCC1=CC=CC=C1)OCC1=CC=CC=C1)=O)OCC1=CC=CC=C1)C1=CC=C(C=C1)OCC1=CC=CC=C1